5,6-bis(benzyloxy)benzo[d]thiazole C(C1=CC=CC=C1)OC=1C(=CC2=C(N=CS2)C1)OCC1=CC=CC=C1